2-(2-(3,6-dihydro-2H-pyran-4-yl)-5-ethyl-6-(4-(3-hydroxy-6-methylpicolinoyl)piperazin-1-yl)-7-oxo-[1,2,4]triazolo[1,5-a]pyrimidin-4(7H)-yl)-N-(4-(trifluoromethyl)phenyl)acetamide O1CCC(=CC1)C1=NN2C(N(C(=C(C2=O)N2CCN(CC2)C(C2=NC(=CC=C2O)C)=O)CC)CC(=O)NC2=CC=C(C=C2)C(F)(F)F)=N1